2-[2-[(E,3R)-5-[3-(Benzenesulfonamido)phenyl]-3-hydroxypent-4-enoxy]phenyl]-2-methylpropanoic acid C1(=CC=CC=C1)S(=O)(=O)NC=1C=C(C=CC1)/C=C/[C@@H](CCOC1=C(C=CC=C1)C(C(=O)O)(C)C)O